ClC=1C=CC=2N(C1)C=C(N2)C(=O)N2C[C@H]([C@@]1(CC2)NCC2=CC=CC=C2C1)O (6-chloroimidazo[1,2-a]pyridin-2-yl)((3R,3'R)-3'-hydroxy-1,4-dihydro-2H-spiro[isoquinoline-3,4'-piperidin]-1'-yl)methanone